ClC1=CC=C(C=C1)C1(OCC(CO1)(C1=CC=C(C=C1)Cl)C1=CC=C(C=C1)Cl)C(=O)O 2,5,5-tris(4-chlorophenyl)-1,3-dioxane-2-carboxylic acid